C(C)OC(=O)C=1C2=C(N=CC1)N(N=C2)CN (aminomethyl)-1H-pyrazolo[3,4-b]pyridine-4-carboxylic acid ethyl ester